3-aminopropyl-(trimethylsiloxy)silane tert-butyl-(4-((2R)-1-(4-(4-(2,6-dioxopiperidin-3-yl)phenyl)piperazin-1-yl)propan-2-yl)piperidin-1-yl)carbamate C(C)(C)(C)N(C(O)=O)N1CCC(CC1)[C@H](CN1CCN(CC1)C1=CC=C(C=C1)C1C(NC(CC1)=O)=O)C.NCCC[SiH2]O[Si](C)(C)C